Cl.ClC=1C2=CN(N=C2C=CC1C1=NNC2=NC(=C(N=C21)C)N2C1CC(CC2CC1)N)C endo-8-[3-(4-chloro-2-methyl-2H-indazol-5-yl)-5-methyl-1H-pyrazolo[3,4-b]pyrazin-6-yl]-8-azabicyclo[3.2.1]octan-3-amine, hydrochloride salt